FC=1C=CC(=NC1)OCCC1=CC(=CC=C1)S(N)(=O)=O (((5-fluoropyridin-2-yloxy)methyl)methyl)-3-sulfamoylbenzene